tert-butyl (2-((3S,4s,5R)-4-(4-chloro-2,6-difluorophenyl)-4-hydroxy-3,5-dimethylpiperidin-1-yl)-2-oxoethyl)carbamate ClC1=CC(=C(C(=C1)F)C1([C@H](CN(C[C@H]1C)C(CNC(OC(C)(C)C)=O)=O)C)O)F